4-fluoro-6-(2H-1,2,3,4-tetrazol-5-yl)-1,3-benzothiazole FC1=CC(=CC2=C1N=CS2)C=2N=NNN2